(R)-2-pyrrolidinecarboxylic acid N1[C@H](CCC1)C(=O)O